(trans-2-hydroxycyclopentyl)-5-methyl-6-(4-(6-methylpyridazin-4-yl)benzyl)isoindolin-1-one O[C@H]1[C@@H](CCC1)N1C(C2=CC(=C(C=C2C1)C)CC1=CC=C(C=C1)C1=CN=NC(=C1)C)=O